C(#N)CCCCC(=O)O 5-cyanopentanoic acid